2,4-dipropyl-5-ethylimidazole C(CC)C=1NC(=C(N1)CCC)CC